(S)-2-((((9H-fluoren-9-yl)methoxy)carbonyl)amino)-3-(3-cyanopyridin-2-yl)propionic acid C1=CC=CC=2C3=CC=CC=C3C(C12)COC(=O)N[C@H](C(=O)O)CC1=NC=CC=C1C#N